N-[4-(diethylamino)benzyl]-1-(methylsulfonyl)-3-(pyridin-3-yl)-1H-1,2,4-triazol-5-amine C(C)N(C1=CC=C(CNC2=NC(=NN2S(=O)(=O)C)C=2C=NC=CC2)C=C1)CC